CC1=C(C=CC=C1)S(=O)(=O)N=[N+]=[N-] 2-methylbenzene-1-sulfonyl azide